t-butylneodecanoate C(C)(C)(C)OC(CCCCCC(C)(C)C)=O